(3-((R)-1-((6-(((S)-1,4-dioxan-2-yl)methoxy)-7-methoxy-2-methylquinazolin-4-yl)amino)ethyl)-2-fluorophenyl)-1,1-difluoro-2-methylpropan-2-ol O1[C@@H](COCC1)COC=1C=C2C(=NC(=NC2=CC1OC)C)N[C@H](C)C=1C(=C(C=CC1)C(C(C)(O)C)(F)F)F